O=C1NC2(CN(C2)C(=O)OC2CC(C2)OC2=CC(=C(C=C2)F)C)CO1 3-(4-fluoro-3-methylphenoxy)cyclobutyl 6-oxo-7-oxa-2,5-diazaspiro[3.4]octane-2-carboxylate